C(C)(C)(C)OC(=O)C1=CC=C(C=C1)[C@@H]1CN(CC[C@H]1CC1=C2C=CN(C2=C(C=C1C)C)C(=O)OC(C)(C)C)CC(F)F tert-butyl 4-(((3R,4R)-3-(4-(tert-butoxycarbonyl) phenyl)-1-(2,2-difluoroethyl) piperidin-4-yl) methyl)-5,7-dimethyl-1H-indole-1-carboxylate